C1(CCCC1)OC=1C=CC=C2C[C@H](C(N(C12)C)=O)NC(=O)N ((3R)-8-(cyclopentyloxy)-1-methyl-2-oxo-1,2,3,4-tetrahydroquinolin-3-yl)urea